CN(S(=O)(=O)N1N=CC=C1)C N,N-dimethylpyrazole-1-sulfonamide